C(C1=CC=CC=C1)NCCN N1-benzylethane-1,2-diamine